2-{2-[(2,2-difluoroethyl)amino]-5,8-dioxo-6-(propan-2-yl)-5,6,7,8-tetrahydro-4H-pyrazolo[1,5-a]pyrrolo[3,4-d]pyrimidin-4-yl}-N-(5-fluoropyridin-2-yl)acetamide FC(CNC1=NN2C(N(C3=C(C2=O)CN(C3=O)C(C)C)CC(=O)NC3=NC=C(C=C3)F)=C1)F